FC1=C(C=C(C(=C1NC(=O)C=1C=NN2C1C=CC=C2)C)F)C2=NOC(=N2)C2CN(C2)C(=O)OC methyl 3-(3-(2,5-difluoro-4-methyl-3-(pyrazolo[1,5-a]pyridine-3-carboxamido)phenyl)-1,2,4-oxadiazol-5-yl)azetidine-1-carboxylate